ascorbic acid, thiosulfate salt S(=S)(=O)(O)O.O=C1C(O)=C(O)[C@H](O1)[C@@H](O)CO